FC=1C=C(C=CC1C)C=1N=NN(C1)[C@@H]1[C@H]([C@H](O[C@H]2[C@@H]1OC(OC2)(C)C)CC=NO)OC 2-((4aR,6R,7R,8R,8aR)-8-(4-(3-fluoro-4-methylphenyl)-1H-1,2,3-triazol-1-yl)-7-methoxy-2,2-dimethyl-hexahydropyrano[3,2-d][1,3]dioxin-6-yl)acetaldehyde oxime